1-Heptadecanol C(CCCCCCCCCCCCCCCC)O